C#CCCC Pentayn